O(C1=CC=CC=C1)CC(=O)NC(C(=O)O)CC1=CC=CC=C1 2-[(2-phenoxyacetyl)amino]-3-phenylpropanoic acid